2-methacryloylthioethylthio-5-isopropylthio-1,3,4-thiadiazole C(C(=C)C)(=O)SCCSC=1SC(=NN1)SC(C)C